methyl-N-(thiophen-2-ylmethyl)acetamide CCC(=O)NCC=1SC=CC1